C1(=CC=CC=C1)CCB(O)O 2-phenylethylboronic acid